5-{3-[8-fluoro-6-hydroxy-7-(1,1,4-trioxo-1λ6,2,5-thiadiazolidin-2-yl)naphthalen-2-yl]-2,5-dihydro-1H-pyrrole-1-sulfonyl}pentanenitrile FC=1C(=C(C=C2C=CC(=CC12)C=1CN(CC1)S(=O)(=O)CCCCC#N)O)N1S(NC(C1)=O)(=O)=O